Morpholino-N-(4-phenylbutyl)-1H-benzo[d]imidazole-1-carboxamide O1CCN(CC1)C1=NC2=C(N1C(=O)NCCCCC1=CC=CC=C1)C=CC=C2